tert-butyl 3-hydroxy-3-phenyl-azetidine-1-carboxylate OC1(CN(C1)C(=O)OC(C)(C)C)C1=CC=CC=C1